2-(4,6-dichloro-2-methyl-3-pyridinyl)-1,3,4-oxadiazole ClC1=C(C(=NC(=C1)Cl)C)C=1OC=NN1